N,N'-dimethyldiketopiperazine CN1CC(=O)N(CC1=O)C